FC1=C(C=CC=C1)C=1C=C2CCC(C2=CC1)NC(O[C@@H]1CN2CCC1CC2)=O (S)-quinuclidin-3-yl (5-(2-fluorophenyl)-2,3-dihydro-1H-inden-1-yl)carbamate